CC(=CC=O)CCCCCC 3-methylnonenal